(R)-N-(5-methoxy-1H-pyrazol-3-yl)-1-(1-(pyridazin-3-yl)ethyl)-1H-pyrazolo[3,4-b]pyrazin-6-amine COC1=CC(=NN1)NC1=CN=C2C(=N1)N(N=C2)[C@H](C)C=2N=NC=CC2